FC1=C(C=CC=C1)N1N=CC=2C1=NC=NC2O 1-(2-fluorophenyl)pyrazolo[3,4-d]pyrimidin-4-ol